C(C)N1C=C(C2=C(C=CC=C12)CC1=CC=C(C=C1)C(F)(F)F)C(=O)NCC1CCC(CC1)C(=O)O (1r,4r)-4-[[[1-ethyl-4-[[4-(trifluoromethyl)phenyl]methyl]indole-3-carbonyl]amino]methyl]cyclohexanecarboxylic acid